2-Chloro-5-{[(cyclopropylsulfonyl)amino]methyl}-N-{1-[4-methoxy-3-(trifluoromethyl)phenyl]-1H-indazol-4-yl}benzamide ClC1=C(C(=O)NC2=C3C=NN(C3=CC=C2)C2=CC(=C(C=C2)OC)C(F)(F)F)C=C(C=C1)CNS(=O)(=O)C1CC1